BrC1=CN=C(S1)N1N=CN=C1[C@H](C)NC(C1=CC(=CC(=C1)OC(F)(F)F)Cl)=O N-{(1S)-1-[1-(5-bromo-1,3-thiazol-2-yl)-1H-1,2,4-triazol-5-yl]ethyl}-3-chloro-5-(trifluoromethoxy)benzamide